exo-5,6-Dimethoxynorbornen COC1C2C=CC(C1OC)C2